3,4-dihydroxyphenyl-ethyl-amine OC=1C=C(C=CC1O)NCC